(2S)-3-methyl-2-[methyl(3-(prop-2-enoyl)-1-oxa-3,8-diazaspiro[4.5]decane-8-carbonyl)amino]butanoic acid CC([C@@H](C(=O)O)N(C(=O)N1CCC2(CN(CO2)C(C=C)=O)CC1)C)C